C(C)N1C(CCCCC1)=O N-ethyl-caprolactam